C[C@@H]1CN(C[C@H]2N1CC1=CC(=CC=C21)NC[C@H]2CNCCO2)C2=C1C=CC=NC1=C(C=C2)C#N 5-[(4R,10bS)-4-methyl-8-[[(2R)-morpholin-2-yl]methylamino]-3,4,6,10b-tetrahydro-1H-pyrazino[2,1-a]isoindol-2-yl]quinoline-8-carbonitrile